CC1=CC(=NC(=C1)C)NCC1=CC(=C(C(=C1)O)N1CC(NS1(=O)=O)=O)F 5-[4-[[(4,6-dimethyl-2-pyridyl)amino]methyl]-2-fluoro-6-hydroxy-phenyl]-1,1-dioxo-1,2,5-thiadiazolidin-3-one